FC1=C(C=C(C=C1)NC(=O)N1C2CCC1CC=1N=CN=CC12)C(F)(F)F N-(4-fluoro-3-(trifluoromethyl)phenyl)-6,7,8,9-tetrahydro-5H-5,8-epiminocyclohepta[d]-pyrimidine-10-carboxamide